C(C)(C)(C)C=1C=C(CCC(=O)OCC23COP(OC2)OC3)C=C(C1O)C(C)(C)C 2,6,7-trioxa-1-phosphabicyclo[2.2.2]oct-4-ylmethyl 3,5-di-tert-butyl-4-hydroxyhydrocinnamate